COC1=CC=2N(C=C1C(=O)NC1=NC(=CC=C1)OC)C=C(N2)CC2COCC2 7-methoxy-N-(6-methoxypyridin-2-yl)-2-((tetrahydrofuran-3-yl)methyl)imidazo[1,2-a]pyridine-6-carboxamide